2-hydroxyethyl-1-piperazineethansulfonic acid OCCC1N(CCNC1)CCS(=O)(=O)O